N-((1S)-1-(5-((5-(difluoromethoxy)-2,3-dihydro-1H-inden-2-yl)amino)pyridin-2-yl)-2,2,2-trifluoroethyl)-N-methyltetrahydro-2H-thiopyran-4-carboxamide 1,1-dioxide FC(OC=1C=C2CC(CC2=CC1)NC=1C=CC(=NC1)[C@@H](C(F)(F)F)N(C(=O)C1CCS(CC1)(=O)=O)C)F